(S)-N-(4-amino-4-oxo-1-phenylbutyl)-7-dimethylamino-5-(4-(trifluoromethyl)phenyl)-3,4-dihydroisoquinoline-2(1H)-carboxamide NC(CC[C@@H](C1=CC=CC=C1)NC(=O)N1CC2=CC(=CC(=C2CC1)C1=CC=C(C=C1)C(F)(F)F)N(C)C)=O